O1COC2=C1C=CC(=C2)C=2C(=CC(=C(C2)NC(=O)C2=CNC(C=C2C(F)(F)F)=O)N2CCN(CC2)C)F N-[5-(1,3-benzodioxol-5-yl)-4-fluoro-2-(4-methylpiperazin-1-yl)phenyl]-6-oxo-4-(trifluoromethyl)-1H-pyridine-3-carboxamide